(9Z,12Z)-octadecane-9,12-diene-1-ol C(CCCCCCC\C=C/C\C=C/CCCCC)O